CN1C(=NN=C1C)CC1=C(C=C(C=C1)C=1C=C(N2N=CN=C(C21)N)C2=NN(C=C2)C)OC 5-(4-((4,5-dimethyl-4H-1,2,4-triazol-3-yl)methyl)-3-methoxyphenyl)-7-(1-methyl-1H-pyrazol-3-yl)pyrrolo[2,1-F][1,2,4]triazin-4-amine